FC1=CC=C2C=C(C=C(C2=C1F)C1=C(C=2N=C(N=C(C2C=N1)N1CC2(CC(C2)O)CCC1)OC[C@]12CCCN2C[C@@H](C1)F)F)OCOC 6-(7-(7,8-difluoro-3-(methoxymethoxy)naphthalen-1-yl)-8-fluoro-2-(((2R,7aS)-2-fluorohexahydro-1H-pyrrolizin-7a-yl)methoxy)pyrido[4,3-d]pyrimidin-4-yl)-6-azaspiro[3.5]nonan-2-ol